8-[[2-(4-Chloro-2,6-dimethylphenyl)acetyl]amino]-1,4-dioxaspiro[4.5]decan ClC1=CC(=C(C(=C1)C)CC(=O)NC1CCC2(OCCO2)CC1)C